3-((2-(5-(((tert-butyldiphenylsilyl)oxy)methyl)-1,4-dioxan-2-yl)-2,2-difluoroethyl)amino)-5-(trifluoromethyl)benzofuran-2-carboxylic acid methyl ester COC(=O)C=1OC2=C(C1NCC(F)(F)C1OCC(OC1)CO[Si](C1=CC=CC=C1)(C1=CC=CC=C1)C(C)(C)C)C=C(C=C2)C(F)(F)F